5-[4-(4-methylpiperazin-1-yl)phenyl]-3-(pyridin-4-yl)-1H-pyrrolo[2,3-b]pyridine CN1CCN(CC1)C1=CC=C(C=C1)C=1C=C2C(=NC1)NC=C2C2=CC=NC=C2